CN[C@H](C(=O)NC1CCCCC2N(C1=O)C(CC2)C(=O)NCC2=CC(=CC=C2)CNC(=O)[C@@H]2OC(CC2)=O)C 6-((S)-2-(methylamino)propanamido)-5-oxo-N-(3-(((R)-5-oxotetrahydrofuran-2-carboxamido)methyl)benzyl)decahydropyrrolo[1,2-a]azocine-3-carboxamide